CN1C[C@@]2(CC3=CC=CC=C13)CCC=1C(=NC(=NC1C2)SC)O (R)-1'-methyl-2-(methylthio)-1',4',5,8-tetrahydro-2'H,6H-spiro[quinazoline-7,3'-quinolin]-4-ol